1-(2-(4-fluorophenyl)-8-hydroxy-5-(2-(4-hydroxypiperidin-1-yl)ethyl)-6-oxo-5,6-dihydropyrido[2,3-b]pyrazine-7-carboxamido)cyclohexane-1-carboxylic acid FC1=CC=C(C=C1)C=1N=C2C(=NC1)N(C(C(=C2O)C(=O)NC2(CCCCC2)C(=O)O)=O)CCN2CCC(CC2)O